N-(3-Aminopropyl)-3-((2-fluorophenyl)amino)quinoxaline-2-carboxamide NCCCNC(=O)C1=NC2=CC=CC=C2N=C1NC1=C(C=CC=C1)F